methyl (S,E)-(7-(dimethylamino)-1-((1-((5-fluoro-7-neopentyl-1H-indol-2-yl)methyl)-2-oxo-1,2-dihydropyridin-3-yl)amino)-1,7-dioxohept-5-en-2-yl)carbamate CN(C(/C=C/CC[C@@H](C(=O)NC=1C(N(C=CC1)CC=1NC2=C(C=C(C=C2C1)F)CC(C)(C)C)=O)NC(OC)=O)=O)C